BrC1=CC=C(C=C1)C(C)OC(=O)SC(=O)OC(C)C1=CC=C(C=C1)Br (4-bromophenyl)-β-ethoxycarbonyl sulfide